C(/C1=CC=CC=C1)=C/1\C(N(C(C1)=O)CCCCCCC(=O)[O-])=O (E)-7-(3-benzylidene-2,5-dioxopyrrolidinyl)heptanoate